C(#C)C=1C=C(OC2=CC=C(C=C2)C(=O)C2=CC=C(C=C2)OC2=CC(=CC(=C2)C#C)C#C)C=C(C1)C#C bis(4-(3,5-diethynylphenoxy)phenyl)methanone